ClC1=CC(=C(C=C1)NC1=NN2C(CNCC2)=C1C1=C2C(=NC=C1)NC=C2C)F N-(4-chloro-2-fluorophenyl)-3-(3-methyl-1H-pyrrolo[2,3-b]pyridin-4-yl)-4,5,6,7-tetrahydropyrazolo[1,5-a]pyrazin-2-amine